BrC1=C(CNC(OC(C)(C)C)=O)C=CC=C1Cl tert-butyl (2-bromo-3-chlorobenzyl)carbamate